OC1CCC(CC1)C(C(=O)N)CCCNC1=CC=CC=C1 (1r,4r)-4-hydroxycyclohexyl-5-(phenylamino)pentanamide